COC1=C(C(=O)N(C2C=3C=NN(C3CCC2)C)C)C=CC(=N1)C 2-methoxy-N,6-dimethyl-N-(1-methyl-4,5,6,7-tetrahydro-1H-indazol-4-yl)nicotinamide